5-(4-((2-(4-((3-((1r,3r)-3-hydroxycyclobutoxy)-5-(trifluoromethoxy)benzyl)amino)butoxy)ethyl)amino)-1H-indazol-6-yl)pyridazin-3-ol OC1CC(C1)OC=1C=C(CNCCCCOCCNC2=C3C=NNC3=CC(=C2)C=2C=C(N=NC2)O)C=C(C1)OC(F)(F)F